CN(CCCC1(NC(=NC2=CC=CC=C12)N)N)C 4-(3-(dimethylamino)propyl)quinazoline-2,4-diamine